OC1=C(C=CC2=CC=CC=C12)C=1NC=C(N1)C1=CC=CC=C1 2-(1-hydroxynaphthalen-2-yl)-4(s)-phenylimidazole